2-(N-methyl-N-phenylsulfamoyl)-N-(4-morpholinophenyl)benzamide CN(S(=O)(=O)C1=C(C(=O)NC2=CC=C(C=C2)N2CCOCC2)C=CC=C1)C1=CC=CC=C1